N,N-bis[4-(naphthalen-1-yl)phenyl]amine C1(=CC=CC2=CC=CC=C12)C1=CC=C(C=C1)NC1=CC=C(C=C1)C1=CC=CC2=CC=CC=C12